tert-butyl (tert-butoxycarbonyl)(2-oxoethyl)carbamate C(C)(C)(C)OC(=O)N(C(OC(C)(C)C)=O)CC=O